ClC=1C(=NC(=NC1)NC1CCOCC1)C1=CC=C2CN(C(C2=C1)=O)CC(=O)NC(C)C=1C=NN(C1)C(C)C 2-(6-{5-chloro-2-[(oxan-4-yl)amino]pyrimidin-4-yl}-1-oxo-2,3-dihydro-1H-isoindol-2-yl)-N-{1-[1-(propan-2-yl)-1H-pyrazol-4-yl]ethyl}acetamide